((6-chloro-4-(4-(hydroxymethyl)-4-methylpiperidin-1-yl)pyridin-3-yl)ethynyl)tetrahydrofuran-3-ol ClC1=CC(=C(C=N1)C#CC1OCCC1O)N1CCC(CC1)(C)CO